[Si](C)(C)(C(C)(C)C)C=1C(C2=C3C(=CC=C2C1)C=CC=C3)[Si](C)(C)C(C)(C)C Di-TBDMSbenzindene